11-((5-bromopyrimidin-2-yl)methyl)-11H-dipyrido[2,3-b:3',2'-f]azepine BrC=1C=NC(=NC1)CN1C2=C(C=CC3=C1N=CC=C3)C=CC=N2